FC1([C@H](N(C[C@@H](C1)N1S([C@@H](CC1)C)(=O)=O)C(=O)OC1=CC=C(C=C1)Cl)[2H])F 4-chlorophenyl (2R,5R)-3,3-difluoro-5-[(5R)-5-methyl-1,1-dioxo-1λ6,2-thiazolidin-2-yl](2-2H1)piperidine-1-carboxylate